potassium peroxy dicarbonate C1(=O)OOOOC(O1)=O.[K]